(S,Z)-(5-(2,3-dimethylphenyl)-3-methoxypyridin-2-yl)(2-(hydroxymethyl)-4-(methoxyimino)pyrrolidin-1-yl)methanone CC1=C(C=CC=C1C)C=1C=C(C(=NC1)C(=O)N1[C@@H](C/C(/C1)=N/OC)CO)OC